COC(=O)[C@@H]1CCC2OC3(C(N21)=O)CCN(CC3)C(C3=CC=CC=C3)=O (5'S)-1-benzoyl-3'-oxotetrahydro-3'H-spiro[piperidine-4,2'-pyrrolo[2,1-b]oxazole]-5'-carboxylic acid methyl ester